C(C1=CC=CC=C1)C=1NC(=NN1)C(=O)N[C@@H]1C=2N(C3=C(OC1)C=CC=C3)C=CN2 (R)-5-benzyl-N-(4,5-dihydrobenzo[b]imidazo[1,2-d][1,4]oxazepin-4-yl)-4H-1,2,4-triazole-3-carboxamide